C1(CCCCC1)=O cycloHexanone